C1(CC1)CN=CC N-(cyclopropylmethyl)ethanimine